3-phenylpyridine C1(=CC=CC=C1)C=1C=NC=CC1